COC(=O)C1CCN(CC1)C(C)(C)C1=CC=C(C=C1)C1CNC1 1-(2-(4-(azetidin-3-yl)phenyl)propan-2-yl)piperidine-4-carboxylic acid methyl ester